N-(2-(3-methylbenzylamino)ethyl)-1,4-benzoxazine CC=1C=C(CNCCN2C=COC3=C2C=CC=C3)C=CC1